benzyltri-n-propylammonium chloride [Cl-].C(C1=CC=CC=C1)[N+](CCC)(CCC)CCC